5-(6-Methylpyridin-2-yl)-4-(quinolin-6-yl)-1H-pyrazol CC1=CC=CC(=N1)C1=C(C=NN1)C=1C=C2C=CC=NC2=CC1